CC1=C(C=C(C=C1C)S)S 4,5-dimethyl-benzene-1,3-dithiol